CC1(CC=2C(=NC3=C(C2N)CCC3)C1)C 2,2-dimethyl-1,2,3,5,6,7-hexahydrodicyclopenta[b,e]pyridin-8-amine